6-chloro-N-(5-chloro-1-(difluoromethyl)-1H-pyrazol-4-yl)-7-(4-ethyl-1H-pyrazol-1-yl)-1H-indole-3-sulfonamide ClC1=CC=C2C(=CNC2=C1N1N=CC(=C1)CC)S(=O)(=O)NC=1C=NN(C1Cl)C(F)F